(2S,6S)-2-(hydroxymethyl)-6-(propan-2-yl)morpholine-4-carboxylic acid tert-butyl ester C(C)(C)(C)OC(=O)N1C[C@H](O[C@H](C1)C(C)C)CO